CN(C(C=C)=O)C1(CC(C1)OC=1C=2N(C=C(N1)C=1C=NN(C1)C)N=CC2)C N-methyl-N-((trans)-1-methyl-3-((6-(1-methyl-1H-pyrazol-4-yl)pyrazolo[1,5-a]pyrazin-4-yl)oxy)cyclobutyl)acrylamide